CN(CC(=O)NC1=CC=C(C=C1)C)C=1C2=C(N=C(N1)C1=NC=CC(=C1)OC1COC1)CCC2 2-[methyl({2-[4-(oxetan-3-yloxy)pyridin-2-yl]-5H,6H,7H-cyclopenta[d]pyrimidin-4-yl})amino]-N-(4-methylphenyl)acetamide